6-((4-(Aminomethyl)benzyl)oxy)-7H-purin-2-amine NCC1=CC=C(COC2=C3NC=NC3=NC(=N2)N)C=C1